4-((6-(azetidin-1-yl)-[1,2,4]triazolo[1,5-a]pyrimidin-2-yl)amino)-6-chloro-N-(methyl-d3)pyridazine-3-carboxamide 2-(N-vinylimidazolium-N'-yl)-3-methylbutyrate C(=C)N1C=[N+](C=C1)C(C(=O)[O-])C(C)C.N1(CCC1)C=1C=NC=2N(C1)N=C(N2)NC2=C(N=NC(=C2)Cl)C(=O)NC([2H])([2H])[2H]